EthaneSultone C1COS1(=O)=O